C(C)N1N=C2C=CC=C(C2=C1)C1=CC(=C(CN2C(C3=NC=CC=C3C2=O)([2H])[2H])C(=C1)F)F 6-(4-(2-ethyl-2H-indazol-4-yl)-2,6-difluorobenzyl)-6,7-dihydro-5H-pyrrolo[3,4-b]pyridin-5-one-7,7-d2